Heptafluorobutylmethacrylamide FC(C(CC=C(C(=O)N)C)(F)F)(C(F)(F)F)F